COC(=O)C=1C(=NC(=CC1C)C1=CC=C(C=C1)C(C)(C)C)N.C(C)OC1=CN=CC(=N1)C1=CC(=C(C(=O)N2[C@@H](CCC2)C2=NC(=NC=C2)NS(=O)(=O)C2CC2)C=C1)F N-[4-[(2S)-1-[4-(6-ethoxypyrazin-2-yl)-2-fluorobenzoyl]pyrrolidin-2-yl]pyrimidin-2-yl]cyclopropanesulfonamide methyl-2-amino-6-(4-tert-butylphenyl)-4-methyl-pyridine-3-carboxylate